1-(3-amino-6-(2-hydroxyphenyl)pyridazin-4-yl)piperidine-4-carboxamide NC=1N=NC(=CC1N1CCC(CC1)C(=O)N)C1=C(C=CC=C1)O